5-((S)-1-propoxyethyl)-1,2,4-oxadiazol C(CC)O[C@@H](C)C1=NC=NO1